[Na].[K].ClC=1C(=CC(=NC1)OC)C1=CC(=NN1)C(=O)N1CCC(CC1)C(=O)NC1C(OC2=C1C=CC=C2)C 1-(5-(5-chloro-2-methoxypyridin-4-yl)-1H-pyrazole-3-carbonyl)-N-(2-methyl-2,3-dihydrobenzofuran-3-yl)piperidine-4-carboxamide potassium sodium